2-methacrylamido-2-methyl-1-propanesulphonic acid C(C(=C)C)(=O)NC(CS(=O)(=O)O)(C)C